N1C(=CC2=CC=CC=C12)CC1N(CCC12CNCC2)C2=CC=NC=C2 (1H-indol-2-ylmethyl)-2-(4-pyridinyl)-2,7-diazaspiro[4.4]nonane